[C@H]12N[C@@H](C[C@@H]2C1)C#CC=1C=NC=CC1C1=C(C=2C(NCCC2N1)=O)NC1=C(C(=CC=C1)Cl)OC 2-(3-{2-[(1S,3S,5S)-2-azabicyclo[3.1.0]hexan-3-yl]ethynyl}pyridin-4-yl)-3-[(3-chloro-2-methoxyphenyl)amino]-1H,5H,6H,7H-pyrrolo[3,2-c]pyridin-4-one